NC=1C=C2N=CC(N(C2=CC1)CC1=CC(=CC=C1)OC(F)(F)F)=O 6-amino-1-(3-(trifluoromethoxy)benzyl)quinoxalin-2(1H)-one